FC1=CC(=CC2=CN(N=C12)C)NC(=O)C=1C=CC(=C2C=NC(=NC12)OC)N1C[C@H](N([C@H](C1)C)C(=O)OC(C)(C)C)C tert-butyl (2R,6S)-4-{8-[(7-fluoro-2-methylindazol-5-yl)carbamoyl]-2-methoxyquinazolin-5-yl}-2,6-dimethylpiperazine-1-carboxylate